1-(3-chlorophenyl)-3-(3-fluoro-5-trifluoromethoxyphenyl)urea ClC=1C=C(C=CC1)NC(=O)NC1=CC(=CC(=C1)OC(F)(F)F)F